C(CCCCCCCCCCCCCCCCC)(=O)[O-].C(CCCCCCCCCCCCCCCCC)(=O)[O-].C(CC)[Sn+2]CCC dipropyl-tin distearate